CCCCC/C=C\C/C=C\C/C=C\CCCCCCC(=O)OC[C@H](COP(=O)(O)OC[C@@H](C(=O)O)N)OC(=O)CCCC/C=C\C/C=C\C/C=C\CCCCC 1-(8Z,11Z,14Z-eicosatrienoyl)-2-(6Z,9Z,12Z-octadecatrienoyl)-glycero-3-phosphoserine